3-(tripropoxysilyl)propyl-di-n-tridecylmethyl-ammonium chloride [Cl-].C(CC)O[Si](CCC[N+](C)(CCCCCCCCCCCCC)CCCCCCCCCCCCC)(OCCC)OCCC